tert-butyl 2-((1S,3R)-4-ethoxy-3-hydroxy-4-oxo-1-phenylbutyl)hydrazine-1-carboxylate C(C)OC([C@@H](C[C@@H](C1=CC=CC=C1)NNC(=O)OC(C)(C)C)O)=O